N-(2-oxo-2-((2'-oxo-1,1',2',3-tetrahydrospiro[indene-2,3'-pyrrolo[2,3-b]pyridin]-5-yl)amino)ethyl)-1-(2-(pyridin-4-yl)acetyl)piperidine-4-carboxamide O=C(CNC(=O)C1CCN(CC1)C(CC1=CC=NC=C1)=O)NC=1C=C2CC3(C(NC4=NC=CC=C43)=O)CC2=CC1